COC(CC1=CC(=C(C=C1)Br)COC1=CC(=CC=C1)CN1N=CC=2C1=NC(=NC2N)Cl)=O (3-((3-((4-amino-6-chloro-pyrazolo[3,4-d]pyrimidin-1-yl)methyl)phenoxy)methyl)-4-bromo-phenyl)acetic acid methyl ester